C(CCCCCCCC)OC(=S)[S-] O-nonylxanthate